N1(N=CC=C1)C1=CC=C(C=N1)NC(=O)[C@H]1CC12CCN(CC2)C(=O)[O-] (S)-1-((6-(1H-pyrazol-1-yl)pyridin-3-yl)carbamoyl)-6-azaspiro[2.5]octane-6-carboxylate